NCCNC1=NC(=C2C(=N1)N(N=C2)C)NC2=CC(=CC=C2)C(F)(F)F N6-(2-aminoethyl)-1-methyl-N4-[3-(trifluoromethyl)phenyl]-1H-pyrazolo[3,4-d]pyrimidine-4,6-diamine